FC1(CN(C1)CC1=C(C=C(C=C1)NC(OC1=CC=CC=C1)=O)C(F)(F)F)F phenyl (4-((3,3-difluoroazetidin-1-yl)methyl)-3-(trifluoromethyl)phenyl)carbamate